CC12CC3(CC(CC(C1)(C3)C)(C2)C)NC(CN2C(C(=CC=C2)NC([C@H](CC/C=C/C(=O)OC)NC(=O)C2=CN=NN2C)=O)=O)=O (S,E)-methyl 7-(1-(2-(3,5,7-trimethyl-1-adamantylamino)-2-oxoethyl)-2-oxo-1,2-dihydropyridin-3-ylamino)-6-(1-methyl-1H-1,2,3-triazole-5-carboxamido)-7-oxohept-2-enoate